O-(3-(2-cyanopyridin-4-yl)-1-(6-((2S,6R)-2,6-dimethylmorpholino) pyridin-2-yl) cyclobutyl) S-methyl dithiocarbonate C(SC)(OC1(CC(C1)C1=CC(=NC=C1)C#N)C1=NC(=CC=C1)N1C[C@@H](O[C@@H](C1)C)C)=S